BrC=1C=C(SC1S(=O)(=O)N1CCN(CC1)C[C@H](C)NC=1C2=C(N=CN1)C(=CS2)C)C(=O)OC methyl 4-bromo-5-({4-[(2S)-2-({7-methylthieno[3,2-d]pyrimidin-4-yl} amino)propyl]piperazin-1-yl} sulfonyl)thiophene-2-carboxylate